acetoacetic acid (1-benzyl-3-piperidinyl) ester C(C1=CC=CC=C1)N1CC(CCC1)OC(CC(=O)C)=O